4-fluoro-1,3-dimethylpyridin-2(1H)-one FC1=C(C(N(C=C1)C)=O)C